FC1=C(C=CC(=N1)C(=O)N[C@@H]1[C@@H](C1)F)N1CCN(CC1)CC=1C(=C2NC(C(=NC2=CC1)C)=O)F 6-Fluoro-5-(4-((5-fluoro-2-methyl-3-oxo-3,4-dihydroquinoxalin-6-yl)methyl)piperazin-1-yl)-N-((1S,2R)-2-fluorocyclopropyl)pyridinamide